C(=C)N1C(CCC1)=O N-ethenyl-pyrrolidone